NC=1C(=C2C(=NC1C(=O)N)N(C=C2C#N)CC)C2=C(C(=C(C=C2)C)OC)C 5-amino-3-cyano-1-ethyl-4-(3-methoxy-2,4-dimethyl-phenyl)pyrrolo[2,3-b]pyridine-6-carboxamide